[C@@H]12CNC[C@H]2C1C#CC=1C(=C(C(=CC1)O)N1CC(NS1(=O)=O)=O)F 5-(3-(((1R,5S,6R)-3-azabicyclo[3.1.0]hexan-6-yl)ethynyl)-2-fluoro-6-hydroxyphenyl)-1,2,5-thiadiazolidin-3-one 1,1-dioxide